ClC1=C(C=2N=C(N=C(C2C=N1)N1C[C@H](CC1)NC(OC(C)(C)C)=O)OC[C@]12CCCN2C[C@@H](C1)F)F tert-Butyl ((S)-1-(7-chloro-8-fluoro-2-(((2R,7aS)-2-fluorohexahydro-1H-pyrrolizin-7a-yl)methoxy)pyrido[4,3-d]pyrimidin-4-yl)pyrrolidin-3-yl)carbamate